sodium methylsilicate salt CO[Si]([O-])([O-])[O-].[Na+].[Na+].[Na+]